(E)-1,1-dimethoxy-3,7-dimethyloct-2,6-diene COC(\C=C(\CCC=C(C)C)/C)OC